(S)-2-amino-2-(3-chlorophenyl)-N-((S)-8,9-difluoro-6-oxo-1,4,5,6-tetrahydro-2H-pyrano[3,4-c]isoquinolin-1-yl)-N-methylacetamide N[C@H](C(=O)N(C)[C@@H]1COCC=2NC(C=3C=C(C(=CC3C21)F)F)=O)C2=CC(=CC=C2)Cl